4-(2-acetamido-1H-benzo[d]imidazole-6-yl)benzamide C(C)(=O)NC1=NC2=C(N1)C=C(C=C2)C2=CC=C(C(=O)N)C=C2